(3R,4R)-4-(4-(tert-butyl)phenyl)-3-methylpiperidin C(C)(C)(C)C1=CC=C(C=C1)[C@H]1[C@H](CNCC1)C